4-(2-bromoacetyl)pyridine BrCC(=O)C1=CC=NC=C1